FC1(CN(CC1)C1=NC=CC(=C1NC(=O)N1CCOC2=C(C1)C=CC=C2)C2=C(C=CC=C2)F)F N-[2-(3,3-difluoropyrrolidin-1-yl)-4-(2-fluoro-phenyl)-3-pyridyl]-3,5-dihydro-2H-1,4-benzoxazepine-4-carboxamide